Oxane-3-carbonyl chloride O1CC(CCC1)C(=O)Cl